C(CCC)C1CCC(CC1)NC(=O)C1=C(C(=C(C=C1)CCCC)C(=O)NC1CCC(CC1)CCCC)C(=O)NC1CCC(CC1)CCCC butylbenzenetricarboxylic acid tri(4-butylcyclohexylamide)